BrC1=C(C=CC=C1N1C2=CC=C(C=C2C=2C=C(C=CC12)C(C)(C)C)C(C)(C)C)N1C2=CC=C(C=C2C=2C=C(C=CC12)C(C)(C)C)C(C)(C)C 9,9'-(2-bromo-1,3-phenylene)bis(3,6-di-tertbutyl-9H-carbazole)